tert-butyl ((3-(2-fluoro-3-nitrophenyl)-1-methyl-1H-pyrazol-4-yl)methyl)(methyl-d3)carbamate FC1=C(C=CC=C1[N+](=O)[O-])C1=NN(C=C1CN(C(OC(C)(C)C)=O)C([2H])([2H])[2H])C